ClC=1C=C2CN(C(C2=C(C1OC)F)=O)C1=CC=NN1C 5-chloro-7-fluoro-6-methoxy-2-(1-methyl-1H-pyrazol-5-yl)isoindol-1-one